2-bromo-N-cyano-N-(2,2-diphenylethyl)-2-methylpropanamide BrC(C(=O)N(CC(C1=CC=CC=C1)C1=CC=CC=C1)C#N)(C)C